FC=1C(=NC=C(C1)F)C=1OC[C@@](N1)(C)CCCC (R)-2-(3-fluoro-5-fluoropyridin-2-yl)-4-butyl-4-methyl-4,5-dihydro-oxazole